OC1=C2C3=C(C(OC2=CC(=C1)O)=O)C=C(C=C3)O 1,3,8-Trihydroxy-6H-benzo[c]chromen-6-one